CC1(CCN(CC1)C(C[C@H]1C[C@H](C1)NC1=C2C(=NC=C1C#N)NC=C2)=O)C 4-(((cis)-3-(2-(4,4-dimethylpiperidin-1-yl)-2-oxoethyl)cyclobutyl)amino)-1H-pyrrolo[2,3-b]pyridine-5-carbonitrile